BrC1=CC=CC=2OC(OC21)(C)CC2=C(C=C(C=C2)Cl)F 4-bromo-2-(4-chloro-2-fluorobenzyl)-2-methylbenzo[d][1,3]dioxolane